2-methoxy-6-(3-methylpyrrolidin-3-yl)pyridine COC1=NC(=CC=C1)C1(CNCC1)C